O=C(/C(=C/C(C1=CC=CC=C1)=O)/NC(C1=CC=CC=C1)=O)C1=CC=CC=C1 (Z)-N-(1,4-dioxo-1,4-diphenyl-but-2-en-2-yl)benzamide